The molecule is a polyphenol that is a phloroglucinol derivative isolated from the rhizomes of Dryopteris crassirhizoma and has been shown to exhibit radical scavenging and antibacterial activity. It has a role as a metabolite, a radical scavenger and an antibacterial agent. It is a beta-hydroxy ketone, a polyphenol and an aromatic ketone. It derives from a phloroglucinol. CCCC(=O)C1=C(C(=C(C(=C1O)CC2=C(C(C(=O)C(=C2O)C(=O)CC)(C)C)O)O)C)O